O=C1NC(CCC1C1=CC(=NC=C1)N1CCN(CCC1)C(=O)OCCCC)=O butyl 4-(4-(2,6-dioxopiperidin-3-yl)pyridin-2-yl)-1,4-diazepane-1-carboxylate